1,6-di-(t-butylperoxy-carbonyloxy)hexane C(C)(C)(C)OOC(=O)OCCCCCCOC(=O)OOC(C)(C)C